C(C=C)(=O)NCCNC(C=C)=O N,N'-diacryloyl-ethylenediamine